C[Se]C=1C=C(C=NN/C(/N)=N/[H])C=CC1 (E)-2-(3-(methylselanyl)benzylidene)hydrazine-1-carboximidamide